C=C\C=C\C=CCCCCCCCCCCCC E-octadecatrien